ClC1=CC(=C(C=C1)C1(OC2=C(O1)C=CC=C2C2CCN(CC2)CC=2N(C1=C(N2)SC(=C1)C(=O)O)C[C@H]1OCC1)C)F 2-((4-(2-(4-chloro-2-fluorophenyl)-2-methylbenzo[d][1,3]dioxol-4-yl)piperidin-1-yl)methyl)-1-(((S)-oxetan-2-yl)methyl)-1H-thieno[2,3-d]imidazole-5-carboxylic acid